(R)-8-Bromo-3-methyl-4-oxo-2,3,4,5-tetrahydro-1H-pyrido[2,3-b][1,4]diazepine-3-carbonitrile BrC1=CC2=C(NC([C@](CN2)(C#N)C)=O)N=C1